(3-chloro-4-methylphenyl)glycine ClC=1C=C(C=CC1C)NCC(=O)O